(2-(4-amino-7-bromo-8-chloro-2H-pyrazolo[3,4-c]quinolin-2-yl)ethyl)carbamic acid tert-butyl ester C(C)(C)(C)OC(NCCN1N=C2C(=NC=3C=C(C(=CC3C2=C1)Cl)Br)N)=O